6-(3-(4-amino-3,5-difluorobenzoyl)indolizin-8-yl)-5-fluoro-7-methoxy-1-methylquinazolin-4(1H)-one NC1=C(C=C(C(=O)C2=CC=C3C(=CC=CN23)C=2C(=C3C(N=CN(C3=CC2OC)C)=O)F)C=C1F)F